4-[4-(trifluoromethoxy)phenyl]furo[3,2-d]pyrimidine-2-carbonitrile FC(OC1=CC=C(C=C1)C=1C2=C(N=C(N1)C#N)C=CO2)(F)F